C(C=C)(=O)OC(CC(C)C)C 1,3-dimethylbutyl acrylate